C(C)C1=C(NC2=CC=C(C=C12)C1CCNCC1)C1=CN=C2N1N=CC=C2 3-(3-ethyl-5-(piperidin-4-yl)-1H-indol-2-yl)imidazo[1,2-b]pyridazine